C(C1=CC=CC=C1)(=O)O.CN(C)CCC1=CNC2=CC=C(C=C12)CN1N=CN=C1 N,N-dimethyl-5-(1H-1,2,4-triazole-1-ylmethyl)-1H-indol-3-yl-ethylamine benzoate